C(C)(C)N1N=CC(=C1B1OC(C(O1)(C)C)(C)C)OC 1-isopropyl-4-methoxy-5-(4,4,5,5-tetramethyl-1,3,2-dioxaborolan-2-yl)-1H-pyrazole